(E)-N-(2-((2-bromocyclooct-2-en-1-yl)oxy)ethyl)-2,2,2-trifluoroacetamide Br\C=1\C(CCCCC/C1)OCCNC(C(F)(F)F)=O